C1(CC1)C1=CC=C(C=N1)C1=NOC(=C1CN1N=CC(=CC1=O)N1CC2(C1)OCC(C2)(F)F)C 2-((3-(6-cyclopropylpyridin-3-yl)-5-methylisoxazol-4-yl)methyl)-5-(7,7-difluoro-5-oxa-2-azaspiro[3.4]octan-2-yl)pyridazin-3(2H)-one